(R)-N-((S)-1'-(5-bromo-6-methylpyrazin-2-yl)-1,3-dihydrospiro[indene-2,4'-piperidin]-1-yl)-2-methylpropane-2-sulfinamide BrC=1N=CC(=NC1C)N1CCC2(CC1)[C@@H](C1=CC=CC=C1C2)N[S@](=O)C(C)(C)C